[1-[(2S,3R)-3-[tert-butyl-(dimethyl)silyl]oxy-3-(3,5-dimethoxy-4-methyl-phenyl)-2-inden-2-yloxy-propyl]-4-methoxycarbonyl-pyrrol-3-yl]acetic acid C(C)(C)(C)[Si](O[C@@H]([C@H](CN1C=C(C(=C1)C(=O)OC)CC(=O)O)OC=1CC2=CC=CC=C2C1)C1=CC(=C(C(=C1)OC)C)OC)(C)C